8-(1-bromopropyl)-N,N-dimethyl-2-morpholino-4-oxo-chromene-6-carboxamide BrC(CC)C=1C=C(C=C2C(C=C(OC12)N1CCOCC1)=O)C(=O)N(C)C